ClC=1C=C(C=CC1Cl)C1=C(C=C(C=C1)F)C1=C(C(=NN1C)C(F)F)C(=O)N (3',4'-dichloro-4-fluorobiphenyl-2-yl)-1-methyl-3-difluoromethyl-1H-pyrazole-4-carboxamide